N-oleoyl-N-hydroxyethyl-N'-carboxymethyl-ethylenediamine C(CCCCCCC\C=C/CCCCCCCC)(=O)N(CCNCC(=O)O)CCO